2-(phenylsulfonyl)ethoxyamide C1(=CC=CC=C1)S(=O)(=O)CCO[NH-]